CN1C=CC2=CC(=CC=C12)CC1(NC=CC=C1)[Si](C)(C)C 1-methyl-5-(2-trimethylsilyl-picolyl)indole